FC1=C2N=CC(NC2=CC=C1CO)=O 5-fluoro-6-(hydroxymethyl)-1H-quinoxalin-2-one